p-amidinophenyl-methylsulfonyl fluoride C(N)(=N)C1=CC=C(C=C1)CS(=O)(=O)F